FC1(CN(CC1)C1=NC=CC(=C1NC(=O)C=1C=NC(=NC1)C(C)C)C1=CC(=CC=C1)F)F N-(2-(3,3-difluoropyrrolidin-1-yl)-4-(3-fluoro-phenyl)pyridin-3-yl)-2-isopropylpyrimidine-5-carboxamide